S(=O)(=O)(O)OCCC1=C(C=CC(=C1)N)N 2,5-diaminophenethyl alcohol sulfate